ClC1=C(C=CC=C1)N1CCN(CC1)CC1(OCC2=CC(=C(C=C2C1=O)OC)OC)C 3-((4-(2-chlorophenyl)piperazin-1-yl)methyl)-6,7-dimethoxy-3-methylisochroman-4-one